OCCCN1C(C(N(C2=CC=CC=C12)C)=O)=O 1-(3-hydroxypropyl)-4-methyl-1,4-dihydroquinoxaline-2,3-dione